2-((4aS,5aR)-5,5-difluoro-5a-methyl-1-(tetrahydro-2H-pyran-2-yl)-1,4,4a,5,5a,6-hexahydrocyclopropa[f]indazol-3-yl)-1H-indole-6-carboxylic acid FC1([C@H]2CC=3C(=NN(C3C[C@]21C)C2OCCCC2)C=2NC1=CC(=CC=C1C2)C(=O)O)F